C(C)(C)(C)OC(=O)N[C@@H](CC(=O)OCC)C=1C=C(C=C(C1F)C)C1=C(C=CC=C1C)Cl Ethyl (S)-3-((tert-butoxycarbonyl)amino)-3-(2'-chloro-4-fluoro-5,6'-dimethyl-[1,1'-biphenyl]-3-yl)propanoate